C(C)(C)(C)C1=CC(=CC=2OP(OC21)OC2=C(C=C(C=C2C(C)(C)C)C(C)(C)C)C2=C(C(=CC(=C2)C(C)(C)C)C(C)(C)C)OP2OC(C(O2)(C2=CC=CC=C2)C2=CC=CC=C2)(C2=CC=CC=C2)C2=CC=CC=C2)C(C)(C)C 4,6-Di-tert-butyl-2-((3,3',5,5'-tetra-tert-butyl-2'-((4,4,5,5-tetraphenyl-1,3,2-dioxaphospholan-2-yl)oxy)-[1,1'-biphenyl]-2-yl)oxy)benzo[d][1,3,2]dioxaphosphol